NC=1C(=CN(C1C(N)=O)C1=CC=C(C=C1)C(NC1=NC=CC(=C1)C(F)(F)F)=O)C1CCN(CC1)C(=O)OC(C)(C)C tert-butyl 4-(4-amino-5-carbamoyl-1-(4-((4-(trifluoromethyl)pyridin-2-yl)carbamoyl)phenyl)-1H-pyrrol-3-yl)piperidine-1-carboxylate